BrC=1C(=C(C=C(C1)F)CO)C(=C)C (3-bromo-5-fluoro-2-(prop-1-en-2-yl)phenyl)methanol